bis-(4-maleimidophenyl)-m-diisopropylbenzene C1(C=CC(N1C1=CC=C(C=C1)C1=CC(=C(C=C1C(C)C)C(C)C)C1=CC=C(C=C1)N1C(C=CC1=O)=O)=O)=O